FC(C1C(C1)C(C(=O)O)(C)C)F 2-(2-(difluoromethyl)cyclopropyl)-2-methyl-propanoic acid